N-(6-(furan-3-yl)-2-(3-hydroxy-3-methylbutyl)-2H-indazol-5-yl)-2-(thiophene-2-yl)thiazole-4-carboxamide O1C=C(C=C1)C=1C(=CC2=CN(N=C2C1)CCC(C)(C)O)NC(=O)C=1N=C(SC1)C=1SC=CC1